9-hydroxy-1-methyl-2,3,4,5-tetrahydro-1H-benzofuro[3,2-c]azepin OC=1C=CC2=C(C1)C=1C(NCCCC1O2)C